CCC(CCCCCCCCCCCCC)C1=NOC(N1)=O 3-(hexadecan-3-yl)-1,2,4-oxadiazol-5(4H)-one